tert-butyl 4-(1-((2,5-dimethyl-[1,2,4]triazolo[1,5-a]pyrimidin-6-yl)carbamoyl)-2,3-dihydro-1H-pyrrolo[2,3-b]pyridin-4-yl)-2,2-dimethylpiperazine-1-carboxylate CC1=NN2C(N=C(C(=C2)NC(=O)N2CCC=3C2=NC=CC3N3CC(N(CC3)C(=O)OC(C)(C)C)(C)C)C)=N1